ethyl 1-[3-(3,5-dimethylisoxazol-4-yl)pyrazolo[1,5-a]pyridin-5-yl]pyrazole-4-carboxylate CC1=NOC(=C1C=1C=NN2C1C=C(C=C2)N2N=CC(=C2)C(=O)OCC)C